4'-(2-hydroxyethoxy)-2-methylpropiophenone OCCOC1=CC=C(C=C1)C(C(C)C)=O